FC1=C(C=CC(=C1)F)N1N=NC(=C1)CO[C@@H]([C@@](CN1N=CN=C1)(O)C1=C(C=C(C=C1)F)F)C (2R,3R)-3-((1-(2,4-difluorophenyl)-1H-1,2,3-triazol-4-yl)-methoxy)-2-(2,4-difluorophenyl)-1-(1H-1,2,4-triazol-1-yl)butan-2-ol